7-[[2-[(cyclobutylmethylamino)methyl]-1H-indol-6-yl]methyl]-8-oxo-2,7-naphthyridine-4-carbonitrile C1(CCC1)CNCC=1NC2=CC(=CC=C2C1)CN1C=CC=2C(=CN=CC2C1=O)C#N